C(C)(C)(C)OC(=O)NCCC1=NC=2N(C(N(C(C2N1C)=O)CC=1N(C2=CC=CC(=C2C1)Cl)C(=O)OC(C)(C)C)=O)C tert-Butyl 2-((8-(2-(tert-butoxycarbonylamino)ethyl)-3,7-dimethyl-2,6-dioxo-2,3,6,7-tetrahydro-1H-purin-1-yl)methyl)-4-chloro-1H-indole-1-carboxylate